5,6-dihydropyrrolo[3,4-c]pyrazole N=1N=CC=2C1CNC2